7-(2-methyl-4-(phenyldiazenyl)phenoxy)-[1,2,4]triazolo[1,5-a]pyridine CC1=C(OC2=CC=3N(C=C2)N=CN3)C=CC(=C1)N=NC1=CC=CC=C1